1-cyclopropyl-ethan-1-amine C1(CC1)C(C)N